C(CN1C(=NC2=C1C=CC(=C2OC)C(=O)N)C2=C(C=CC=C2C=2SC(NN2)=O)F)N2C(=NC1=C2C=CC(=C1OC)C(=O)N)C1=C(C=CC=C1C=1SC(NN1)=O)F (Ethane-1,2-diyl)bis(2-(2-fluoro-6-(5-oxo-4,5-dihydro-1,3,4-thiadiazol-2-yl)phenyl)-4-methoxy-1H-benzo[d]imidazole-5-carboxamide)